2-[(2-fluorobenzoyl)amino]-4-[[3-fluoro-2-methoxy-propyl]-[4-(7-methyl-5,6,7,8-tetrahydro-1,8-naphthyridin-2-yl)butyl]amino]butanoic acid FC1=C(C(=O)NC(C(=O)O)CCN(CCCCC2=NC=3NC(CCC3C=C2)C)CC(CF)OC)C=CC=C1